7-(5-(3-cyano-4-isopropoxyphenyl)-1,2,4-oxadiazol-3-yl)-1H-inden-3-yl 2-methoxy-acetate COCC(=O)OC1=CCC2=C(C=CC=C12)C1=NOC(=N1)C1=CC(=C(C=C1)OC(C)C)C#N